1-(4-aminobenzoyl)piperidine-4-carboxylic acid NC1=CC=C(C(=O)N2CCC(CC2)C(=O)O)C=C1